FC=1C(=C(C=CC1)NC(=S)C=1C(NCCC1O)=O)OC N-(3-fluoro-2-methoxyphenyl)-4-hydroxy-2-oxo-1,2,5,6-tetrahydropyridine-3-carbothioamide